[NH4+].P(=O)(OCCN(CCC)C(CCC1=CC(=CC=C1)OCCCCCCCCCC)=O)(O)O 2-[{3-[3-(Decyloxy)phenyl]propanoyl}(propyl)amino]ethyl dihydrogen phosphate ammonium salt